OC1=NC=CC2=C1N=CN2CC2=CC=C(C=C2)B(O)O (4-((4-hydroxy-1H-imidazo[4,5-c]pyridin-1-yl)methyl)phenyl)boronic acid